(1R,4R)-4-hydroxymethyl-cyclohexane-1-carboxylic acid methyl ester COC(=O)C1CCC(CC1)CO